(2-fluoroacetyl)-[[(2S)-1-(2,2-difluoro-2-phenyl-acetyl)pyrrolidine-2-carbonyl]amino]acetamide FCC(=O)C(C(=O)N)NC(=O)[C@H]1N(CCC1)C(C(C1=CC=CC=C1)(F)F)=O